C(C=C)(=O)NC=1C(C(=O)O)=CC=CC1 acryloyl-anthranilic acid